FC(C=1OC(=NN1)C=1OC(=CC1)CN1N=NC(=C1)C1=CC=CC=C1)F 2-(Difluoromethyl)-5-[5-[(4-phenyltriazol-1-yl)methyl]furan-2-yl]-1,3,4-oxadiazole